3-isopropyl-2,3,4,5-tetrahydro-1H-naphtho[2,3-d]azepine-6,11-dione C(C)(C)N1CCC2=C(CC1)C(C1=CC=CC=C1C2=O)=O